N2,N4-Bis(phenylmethyl)-2,4-quinazolinediamine C1(=CC=CC=C1)CNC1=NC2=CC=CC=C2C(=N1)NCC1=CC=CC=C1